2-ethoxy-4-hydroxybenzo[d][1,3]dioxol C(C)OC1OC2=C(O1)C=CC=C2O